NC1=CC2=C(N(C(N2C[C@H]2[C@](CCC2)(O)CC)=O)C)C=C1 5-amino-3-(((1S,2S)-2-ethyl-2-hydroxycyclopentyl)methyl)-1-methyl-1,3-dihydro-2H-benzo[d]imidazol-2-one